C(C)OC=1C=C(C=O)C=CC1OC(CC\C=C/CC)CCCCCCCCC (Z)-3-ethoxy-4-(hexadec-3-en-7-yloxy)benzaldehyde